N,N-dibutyl-N-methyl-N-pentylammonium C(CCC)[N+](CCCCC)(C)CCCC